1'-[2-(4-chlorophenyl)acetyl]-2-oxospiro[indoline-3,4'-piperidine]-5-carboxylic acid ClC1=CC=C(C=C1)CC(=O)N1CCC2(CC1)C(NC1=CC=C(C=C12)C(=O)O)=O